N-cis-2-Hydroxycyclobutyl-3-oxo-2-(pyridin-3-yl)-6-[4-(trifluoromethyl)phenyl]-2,3-dihydropyridazine-4-carboxamide OC1C(CC1)C1=C(C(N(N=C1C1=CC=C(C=C1)C(F)(F)F)C=1C=NC=CC1)=O)C(=O)N